tetrabutylammonium tris(1-naphthyl)butylborate C1(=CC=CC2=CC=CC=C12)C(CCCOB([O-])[O-])(C1=CC=CC2=CC=CC=C12)C1=CC=CC2=CC=CC=C12.C(CCC)[N+](CCCC)(CCCC)CCCC.C(CCC)[N+](CCCC)(CCCC)CCCC